2-cyano-3-amino-3-phenyl-acrylic acid hexyl ester C(CCCCC)OC(C(=C(C1=CC=CC=C1)N)C#N)=O